C(#N)[C@H]1C[C@@H](CCC1)N(C(=O)[C@H]1[C@@H](CCC1)S(=O)(=O)C1=CC=C(C)C=C1)CC1=CC=C(C=C1)C |o1:2,4| (1S,2R)-2-(Toluene-4-sulfonyl)-cyclopentanecarboxylic acid ((1R*,3R*)-3-cyano-cyclohexyl)-(4-methyl-benzyl)-amide